(3-(tert-butylsulfinylamino)-6,6-dicyclopropyl-hexyl)-2,2-dimethyl-pyrrolidine-1-carboxylate C(C)(C)(C)S(=O)NC(CCOC(=O)N1C(CCC1)(C)C)CCC(C1CC1)C1CC1